ClC1=NC=C(C(=C1)NCC[C@@H](C)O)C1=NC=C(C=N1)S(=O)(=O)C (R)-4-((2-chloro-5-(5-(methylsulfonyl)pyrimidin-2-yl)pyridin-4-yl)amino)butan-2-ol